1-(4-(4-amino-7-cyclopropyl-7H-pyrrolo[2,3-d]pyrimidin-5-yl)benzofuran-7-yl)-3-(3-(tert-butyl)-1-phenyl-1H-pyrazol-5-yl)urea NC=1C2=C(N=CN1)N(C=C2C2=CC=C(C1=C2C=CO1)NC(=O)NC1=CC(=NN1C1=CC=CC=C1)C(C)(C)C)C1CC1